COC=1C=CC(=C2C=C(OC21)C)N 7-methoxy-2-methylbenzofuran-4-amine